(6-((5-bromo-2-((2-cyclopropyloxy-5-(1-methyl-1H-pyrazol-4-yl)-4-(4-(piperazine-1-yl)piperidin-1-yl)phenyl)amino)pyrimidin-4-yl)amino)-2,3-dimethylphenyl)dimethylphosphine oxide BrC=1C(=NC(=NC1)NC1=C(C=C(C(=C1)C=1C=NN(C1)C)N1CCC(CC1)N1CCNCC1)OC1CC1)NC1=CC=C(C(=C1P(C)(C)=O)C)C